C1=C(C=CC2=CC=CC=C12)C1N(CC1)S(=O)(=O)C1=CC=C(C)C=C1 2-(naphthalene-2-yl)-N-p-toluenesulfonyl-azetidine